N1=CC=NC2=CC(=CC=C12)C(C)N1CCN(CC1)C1=CC=C(C=N1)C(CC)O 1-(6-(4-(1-(quinoxalin-6-yl)ethyl)piperazin-1-yl)pyridin-3-yl)propan-1-ol